1,5,7-trimethyl-3-((4-(pyrazin-2-yloxy)piperidin-1-yl)carbonyl)-1,5-dihydro-4H-pyrrolo[3,2-c]pyridin-4-one CN1C=C(C=2C(N(C=C(C21)C)C)=O)C(=O)N2CCC(CC2)OC2=NC=CN=C2